6-chloro-7-(fluoromethoxyl)-1H-indole ClC1=CC=C2C=CNC2=C1OCF